C(C)(C)(C)OC(=O)N1C2=C(C(CC1)CN(C)C(=O)OC(C)(C)C)SC=C2 tert-Butyl-7-(((tert-butoxycarbonyl)(methyl)amino)methyl)-6,7-dihydrothieno[3,2-b]pyridine-4(5H)-carboxylate